6-(1H-imidazol-1-yl)-N-((1r,4r)-4-methoxycyclohexyl)pyrimidine-4-carboxamide N1(C=NC=C1)C1=CC(=NC=N1)C(=O)NC1CCC(CC1)OC